FC=1C=CC2=C(NC(=NS2(=O)=O)NCC=2C=NC=NC2)C1[C@H](C)C1=C(C=CC=C1)F (R)-6-fluoro-5-(1-(2-fluorophenyl)ethyl)-3-((pyrimidin-5-ylmethyl)amino)-4H-benzo[e][1,2,4]thiadiazine 1,1-dioxide